C(#N)C1=CC(=C(COC2=NC=CC(=N2)C2=CC(=C(CC3=NC=4C(=NC(=CC4)C(=O)O)N3CC3(CC3)CC#N)C=C2F)F)C=C1)F 2-(4-(2-((4-cyano-2-fluorobenzyl)oxy)pyrimidin-4-yl)-2,5-difluorobenzyl)-3-((1-(cyanomethyl)cyclopropyl)methyl)-3H-imidazo[4,5-b]pyridine-5-carboxylic acid